C(C)(C)(C)C(C(=O)OO)(C)C.C(C(C)C)(=O)OOC(C)(C)C t-butyl peroxyisobutyrate (tert-butyl peroxyisobutyrate)